ClC=1C=C(C(=NC1)OC)S(=O)(=O)NC1=C(C(=CC=C1)C1=CC2=C(N=C(N=C2)N[C@@H]2CC[C@H](CC2)N(C)C)N(C1=O)C)C#N trans-5-Chloro-N-(2-cyano-3-(2-((4-(dimethylamino)cyclohexyl)amino)-8-methyl-7-oxo-7,8-dihydropyrido[2,3-d]pyrimidin-6-yl)phenyl)-2-methoxypyridine-3-sulfonamide